tert-butyl (S)-3-methyl-6-(1'-(oxetan-3-yl)-3H-spiro[benzofuran-2,4'-piperidin]-5-yl)-3,4-dihydropyridine-1(2H)-carboxylate C[C@@H]1CN(C(=CC1)C=1C=CC2=C(CC3(CCN(CC3)C3COC3)O2)C1)C(=O)OC(C)(C)C